ClCC=1C(=NC=CC1)C1C(NC(CC1)=O)=O 3-(3-(Chloromethyl)pyridin-2-yl)piperidine-2,6-dione